(6-bromopyridin-2-yl)(1-cyclobutylpiperidin-4-yl)methanone BrC1=CC=CC(=N1)C(=O)C1CCN(CC1)C1CCC1